2-isocyanatomethyl-3-(3-isocyanatopropyl)-6-(2-Isocyanatoethyl)-bicyclo-[2.2.1]-heptane N(=C=O)CC1C2C(CC(C1CCCN=C=O)C2)CCN=C=O